(3R,4R)-4-((7-(3-methylpyridin-2-yl)pyrrolo[2,1-f][1,2,4]triazin-2-yl)amino)-1-(methylsulfonyl)piperidin-3-ol CC=1C(=NC=CC1)C1=CC=C2C=NC(=NN21)N[C@H]2[C@@H](CN(CC2)S(=O)(=O)C)O